C(#N)C1=C(C=C(C=C1)N1[C@H](O[C@@H](C1)COC1=CC=C(C(=O)N(C)C)C=C1)C(F)(F)F)C(F)(F)F 4-(((2R,5S)-3-(4-Cyano-3-(trifluoromethyl)phenyl)-2-(trifluoromethyl)oxazolidin-5-yl)methoxy)-N,N-dimethylbenzamid